C(C)(C)(C)OC(=O)N1[C@H](CCC1)\C=C\S(NC(NC1=C2CCCC2=CC=2CCCC12)=O)(=O)=O tert-Butyl-(R,E)-2-(2-(N-((1,2,3,5,6,7-hexahydro-s-indacen-4-yl)carbamoyl)sulfamoyl)-vinyl)pyrrolidin-1-carboxylat